C(O)([O-])=O.C1(=CC=CC=C1)N(C1=CC=CC=C1)P(N(C1=CC=CC=C1)C1=CC=CC=C1)(N(C1=CC=CC=C1)C1=CC=CC=C1)=N[P+](N=P(N(C1=CC=CC=C1)C1=CC=CC=C1)(N(C1=CC=CC=C1)C1=CC=CC=C1)N(C1=CC=CC=C1)C1=CC=CC=C1)(N=P(N(C1=CC=CC=C1)C1=CC=CC=C1)(N(C1=CC=CC=C1)C1=CC=CC=C1)N(C1=CC=CC=C1)C1=CC=CC=C1)N=P(N(C1=CC=CC=C1)C1=CC=CC=C1)(N(C1=CC=CC=C1)C1=CC=CC=C1)N(C1=CC=CC=C1)C1=CC=CC=C1 tetrakis[tris(diphenylamino)phosphoranylideneamino]phosphonium hydrogencarbonate